6-chloro-N-ethoxy-4-((3-fluoro-4-methyl-2-(N-methylsulfonylamino)phenyl)amino)nicotinamide lithium tin iron phosphate P(=O)([O-])([O-])[O-].[Fe+2].[Sn+4].[Li+].ClC1=NC=C(C(=O)NOCC)C(=C1)NC1=C(C(=C(C=C1)C)F)NS(=O)(=O)C